N-((3R,5R)-5-fluoro-1-methylpiperidin-3-yl)-4-(2-fluoro-4-methoxyphenyl)phthalazin-1-amine F[C@@H]1C[C@H](CN(C1)C)NC1=NN=C(C2=CC=CC=C12)C1=C(C=C(C=C1)OC)F